5-(Aminomethyl)-3-isopropyl-1-[4-(trifluoromethyl)phenyl]pyrimidine-2,4(1H,3H)-dione hydrochloride Cl.NCC=1C(N(C(N(C1)C1=CC=C(C=C1)C(F)(F)F)=O)C(C)C)=O